N-(4-fluorobenzenesulfonyl)piperidine-4-carboxylic acid FC1=CC=C(C=C1)S(=O)(=O)N1CCC(CC1)C(=O)O